N-[2-(1,2,3,4-tetrahydro-6-isoquinolyloxy)ethyl]acetamide C1NCCC2=CC(=CC=C12)OCCNC(C)=O